N1(C=NC=C1)C1=NC=C(C(=C1)O)C=1N=NC(=CC1)/C=C\1/C[C@@]2(CCC[C@H](C1)N2)C 2-(1H-imidazol-1-yl)-5-(6-((E)-((1S,5R)-1-methyl-9-azabicyclo[3.3.1]nonan-3-ylidene)methyl)pyridazin-3-yl)pyridin-4-ol